CN1C2=C(N=CC1=O)C=CC(N2)=O 4-methylpyrido[2,3-b]pyrazine-3,6(4H,5H)-dione